1,3-dibromo-5-(tertiary butyl)benzene tert-butyl-4-(2-(2,6-dioxopiperidin-3-yl)-6-fluoro-1-oxoisoindolin-5-yl)-3,6-dihydropyridine-1(2H)-carboxylate C(C)(C)(C)OC(=O)N1CCC(=CC1)C=1C=C2CN(C(C2=CC1F)=O)C1C(NC(CC1)=O)=O.BrC1=CC(=CC(=C1)C(C)(C)C)Br